C(C)N(C1CCC(CC1)N)C (1r,4r)-N1-ethyl-N1-methylcyclohexane-1,4-diamine